C1(=CC=CC=C1)[C@H]([C@H](C)NS(=O)(=O)C1=CC=C(C=C1)OC(F)(F)F)NC(OC(C)(C)C)=O tert-butyl ((1R,2S)-1-phenyl-2-((4-(trifluoromethoxy)phenyl)sulfonamido)propyl)carbamate